Tert-butyl 4-bromo-3,6-dihydropyridine-1(2H)-carboxylate BrC=1CCN(CC1)C(=O)OC(C)(C)C